C(C)(=O)NC1=C(C(=O)NC=2SC(=CN2)S(=O)(=O)C)C=CC=C1 2-acetamido-N-(5-(methylsulfonyl)thiazol-2-yl)benzamide